O=C1NC(CCC1N1C(C2=CC=C(C=C2C1)NC(=O)N1CCC2=CC=C(C=C12)C)=O)=O N-(2-(2,6-dioxopiperidin-3-yl)-1-oxoisoindolin-5-yl)-6-methylindoline-1-carboxamide